3-((3r,4r)-4-hydroxytetrahydrofuran-3-yl)-8-(pyridin-3-yl)-6-(6-(trifluoromethyl)pyridin-3-yl)pyrido[3,4-d]pyrimidin-4(3H)-one O[C@@H]1[C@@H](COC1)N1C=NC2=C(C1=O)C=C(N=C2C=2C=NC=CC2)C=2C=NC(=CC2)C(F)(F)F